FC1=CC2=CN(N=C2C(=C1)C(=O)N)C1=CC(=C(C=C1)C=O)F 5-fluoro-2-(3-fluoro-4-formylphenyl)-2H-indazole-7-carboxamide